CS(=O)(=O)NC(C)=O N-(methanesulfonyl)acetamide